NC=1C=C2CC(NC2=CC1)=O 5-amino-1,3-dihydro-2-indolone